tert-butyl 2-[(4-chloro-2-fluorophenyl)methoxy]-3-(trifluoromethyl)-6,8-dihydro-5H-1,7-naphthyridine-7-carboxylate ClC1=CC(=C(C=C1)COC1=NC=2CN(CCC2C=C1C(F)(F)F)C(=O)OC(C)(C)C)F